(4aR,8aS)-6-(3-(5-Fluoro-1H-indol-3-yl)pyrrolidine-1-carbonyl)hexahydro-2H-pyrido[4,3-b][1,4]oxazin-3(4H)-one FC=1C=C2C(=CNC2=CC1)C1CN(CC1)C(=O)N1C[C@@H]2[C@@H](OCC(N2)=O)CC1